ClC1=CC(=C(C=N1)C1=NC=C(C=C1F)CN1C[C@@H](CCC1)O)N[C@@H](C)CCO (R)-1-((6'-chloro-3-fluoro-4'-(((S)-4-hydroxybutan-2-yl)amino)-[2,3'-bipyridin]-5-yl)methyl)piperidin-3-ol